C(CCCCCCCCCCC)SC(C)C1=CC=CC=C1 dodecyl(1-phenylethyl)sulfane